C(C1=CC=CC=C1)N(C(C1=NC=CC(=C1)OC)=O)C1CCN(CC1)S(=O)(=O)CCCC N-benzyl-N-(1-(butylsulfonyl)piperidin-4-yl)-4-methoxypicolinamide